CS(=O)(=O)C=1N=CC2=C(N1)N(C(=C2)C(=O)N(C)C)C2CCCC2 2-methylsulfonyl-7-cyclopentyl-N,N-dimethyl-7H-pyrrolo[2,3-d]pyrimidine-6-carboxamide